C(C)(C)N(C(C)C)C1=C(C=CC=C1)P(N1CCCC1)N1CCCC1 diisopropylamino-pyrrolidino-pyrrolidino-phenylphosphine